ClCC1=NC2=C(N1C[C@H]1OCC1)C(=C(C=C2)C(=O)OCC)F ethyl (S)-2-(chloromethyl)-7-fluoro-1-(oxetan-2-ylmethyl)-1H-benzo[d]imidazole-6-carboxylate